OC1=NC=CC(=C1SC1=NC=CC=C1)C(=N)N hydroxy-3-(pyridin-2-ylsulfanyl)pyridine-4-carboxamidine